2-Bromo-3,4-diphenyldibenzo[b,d]furan BrC1=CC2=C(OC3=C2C=CC=C3)C(=C1C1=CC=CC=C1)C1=CC=CC=C1